N1(N=CC=C1)CC1=CC=C(C=C1)CNC(OC(C)(C)C)=O tert-butyl N-{[4-(pyrazol-1-ylmethyl)phenyl]methyl}carbamate